[Bi+3].[In+3] indium (Iii) bismuth